CN([C@@H]1CN(CC1)C1=CC=C2C(=N1)C=C(O2)C(=O)NC=2C=C(C=1N(C2)C=C(N1)C)F)C 5-[(3S)-3-(dimethylamino)pyrrolidin-1-yl]-N-(8-fluoro-2-methyl-imidazo[1,2-a]pyridin-6-yl)furo[3,2-b]pyridine-2-carboxamide